2-((2-cyclopropyl-4-(4-methylpiperazin-1-yl)phenyl)amino)-4-((3-(4-methyl-7-oxo-1,4-diazepan-1-yl)propyl)amino)pyrimidine-5-carbonitrile C1(CC1)C1=C(C=CC(=C1)N1CCN(CC1)C)NC1=NC=C(C(=N1)NCCCN1CCN(CCC1=O)C)C#N